NC[SiH2]C(OCC)OCC (Aminomethyl)diethoxymethylsilan